O1COC2=C1C=CC(=C2)/C=C/C(=O)N[C@H](C(=O)NC2=CC=C(C=C2)C(NO)=O)CC2=CC=C(C=C2)C#N (2S)-2-[[(E)-3-(1,3-benzodioxol-5-yl)prop-2-enoyl]amino]-3-(4-cyanophenyl)-N-[4-(hydroxycarbamoyl)phenyl]propanamide